1,3-dibenzylimidazolium lactate C(C(O)C)(=O)[O-].C(C1=CC=CC=C1)N1C=[N+](C=C1)CC1=CC=CC=C1